CC(C(C)=NN)C 2-(3-methylbutan-2-ylidene)hydrazine